BrC1=CC(=C2CN(C(C2=C1)=O)C1C(NC(CC1)=O)=O)OCC=1N=NN(C1)CCCCNC([O-])=O [4-[4-[[6-bromo-2-(2,6-dioxo-3-piperidyl)-1-oxo-isoindolin-4-yl]oxymethyl]triazol-1-yl]butyl]carbamate